3'-(ethane-1,2-diylbis(5-carbamoyl-4-methoxy-1H-benzo[d]imidazole-1,2-diyl))bis(4-chlorobenzo[b]thiophene-2-carboxylic acid) C(CN1C(=NC2=C1C=CC(=C2OC)C(N)=O)C=2C1=C(SC2C(=O)O)C=CC=C1Cl)N1C(=NC2=C1C=CC(=C2OC)C(N)=O)C=2C1=C(SC2C(=O)O)C=CC=C1Cl